8-((2-chlorothiazol-5-yl)methyl)-3-(3-fluorophenyl)pyrido[2,3-d]pyrimidine-2,4(3H,8H)-dione ClC=1SC(=CN1)CN1C=CC=C2C1=NC(N(C2=O)C2=CC(=CC=C2)F)=O